[N+](=O)([O-])C1=C(C=C(C=C1)N1C(OC(C1)C(=O)N1CCN(CC1)C(=O)OC)C(F)(F)F)C(F)(F)F methyl 4-(3-(4-nitro-3-(trifluoromethyl)phenyl)-2-(trifluoromethyl)oxazolidine-5-carbonyl)piperazine-1-carboxylate